3-(5-amino-6-(furan-3-yl)-2H-indazol-2-yl)propanamide NC1=CC2=CN(N=C2C=C1C1=COC=C1)CCC(=O)N